ethyl 2-(3-(4-(tert-butoxycarbonyl)phenyl)ureido)-4-methylthiophene-3-carboxylate C(C)(C)(C)OC(=O)C1=CC=C(C=C1)NC(NC=1SC=C(C1C(=O)OCC)C)=O